1-(2-oxo-4-(o-tolyl)-2H-pyrano[2,3-b]pyridin-7-yl)pyrrolidine-3-carboxylic acid O=C1C=C(C=2C(=NC(=CC2)N2CC(CC2)C(=O)O)O1)C1=C(C=CC=C1)C